FC(C=1C=C(C=C(C1)[C@@H](C)NC1=NC(=NC2=C3C(=C(C=C12)N1CCOCC1)OC(C3)(C)C)C)NC(C)=O)F |r| (R/S)-N-(3-(difluoromethyl)-5-(1-((2,8,8-trimethyl-6-morpholino-8,9-dihydrofuro[2,3-h]quinazolin-4-yl)amino)ethyl)phenyl)acetamide